ethyl 4-(tert-butoxy)-7-fluoro-2-(methylthio)-5-((2-(trimethylsilyl)ethoxy)methyl)-5H-pyrrolo[3,2-d]pyrimidine-6-carboxylate C(C)(C)(C)OC=1C2=C(N=C(N1)SC)C(=C(N2COCC[Si](C)(C)C)C(=O)OCC)F